C1(=CC=CC=C1)N1NN=NC1=S 1-phenyl-1H-tetrazole-5(2H)-thione